3-bromo-4-chloro-methylbenzene BrC=1C=C(C=CC1Cl)C